4-nitrophenyl 4-((4-(4-amino-3-(4-phenoxyphenyl)-1H-pyrazolo(3,4-d)pyrimidin-1-yl)piperidin-1-yl)methyl)piperidine-1-carboxylate NC1=C2C(=NC=N1)N(N=C2C2=CC=C(C=C2)OC2=CC=CC=C2)C2CCN(CC2)CC2CCN(CC2)C(=O)OC2=CC=C(C=C2)[N+](=O)[O-]